C(C)(C)(C)OC(=O)N1C(CCCC1)CC1=CN=C(O1)COC1=NC=C(C=C1Cl)C1CC1 ((2-(((3-chloro-5-cyclopropylpyridin-2-yl)oxy)methyl)oxazol-5-yl)methyl)piperidine-1-carboxylic acid tert-butyl ester